ClC1=C(C=C(C=C1)C(CN1CCNCC1)NS(=O)(=O)C1=CC=C(C=C1)OC(F)(F)F)F N-(1-(4-chloro-3-fluorophenyl)-2-(piperazin-1-yl)ethyl)-4-(trifluoromethoxy)benzenesulfonamide